6-chloro-3-(4-chloro-3-fluorophenyl)-1-(cyclopropylmethyl)-1H-pyrrolo[2,3-b]pyridine ClC1=CC=C2C(=N1)N(C=C2C2=CC(=C(C=C2)Cl)F)CC2CC2